CC1(CC[C@@H](N1)[C@@H](O)C1=CC(=C(C(=C1)F)N)F)C (S)-[(R)-5,5-dimethyl-2-pyrrolidinyl](4-amino-3,5-difluorophenyl)methanol